BrC=1C=NC(=C(C(=O)NC2=NC(=CC=C2)C2=NN=CN2[C@@H](C(F)(F)F)C)C1)OC (R)-5-Bromo-2-methoxy-N-(6-(4-(1,1,1-trifluoropropan-2-yl)-4H-1,2,4-triazol-3-yl)pyridin-2-yl)nicotinamide